C(C1=CC=CC=C1)C(C(=O)C1=C(C=CC=C1)N1CCOCC1)(CC)N(C)C 2-benzyl-2-dimethylamino-1-(morpholinylphenyl)-butan-1-one